COC=1C2=C(N=C(N1)N)NC=C2 4-methoxy-7H-pyrrolo[2,3-d]Pyrimidin-2-amine